[K+].[Si]([O-])([O-])([O-])[O-].[K+].[K+].[K+] silicic acid potassium salt